1-vinyl-3-ethylImidazole bromide salt [Br-].C(=C)N1CN(C=C1)CC